O=C1NC(CC[C@H]1N1C(C2=CC(=C(C=C2C1=O)F)F)=O)=O 2-((3R)-2,6-dioxopiperidin-3-yl)-5,6-difluoroisoindoline-1,3-dione